N(=NCC(=O)[O-])CC(=O)[O-].[Na+].[Na+] disodium azodiacetate